perfluoro-1,6-hexanediol dimethacrylate C(C(=C)C)(=O)OC(C(C(C(C(C(OC(C(=C)C)=O)(F)F)(F)F)(F)F)(F)F)(F)F)(F)F